S1C=C(C=C1)CCOC(CCC)S(=O)(=O)[O-] 2-(3-thienyl)ethoxy-4-butylsulfonate